CC(C[C@H](NC(=O)C1CC(=NO1)C1=CC=C(C=C1)C1=NC=CC=C1)[B])C ((1R)-3-methyl-1-(3-(4-(pyridin-2-yl)phenyl)-4,5-dihydroisoxazole-5-carboxamido)butyl)boron